1-[1-(3,4-dichlorophenyl)-5-methyl-3-(2-morpholinoethoxy)-1H-pyrazol-4-yl]ethanone oxalate C(C(=O)O)(=O)O.ClC=1C=C(C=CC1Cl)N1N=C(C(=C1C)C(C)=O)OCCN1CCOCC1